C(C=C)(=O)OCCCCCCCCCCCC[Si](Cl)(Cl)Cl acryloxydodecyltrichlorosilane